N1C=C(C2=CC=CC=C12)CC[C@@H]1NCCC=2C=C3C(=CC12)OCO3 (S)-5-(2-(1H-indol-3-yl)ethyl)-5,6,7,8-tetrahydro-[1,3]dioxolo[4,5-g]isoquinoline